FC1=C(C(=CC(=C1)[N+](=O)[O-])F)N1C=NC2=CC=CC=C2C1 3-(2,6-difluoro-4-nitrophenyl)-3,4-dihydroquinazolin